(1r,4r)-4-[(3-chloro-4-cyanophenyl)oxy]-N-[6-(hexahydropyridin-4-yl)-1,2-diazin-3-yl](1r,4r)-cyclohexanecarboxamide dihydrochloride Cl.Cl.ClC=1C=C(C=CC1C#N)OC1CCC(CC1)C(=O)NC=1N=NC(=CC1)C1CCNCC1